C(C)(C)(C)OC(=O)N1CC(N(CC1)C=1OC2=C(N1)C=C(C=C2)C(=O)OCC2=CC=CC=C2)=O benzyl 2-(4-tert-butoxycarbonyl-2-oxo-piperazin-1-yl)-1,3-benzoxazole-5-carboxylate